3-aminocyclopentane-1-ol trifluoroacetate salt FC(C(=O)O)(F)F.NC1CC(CC1)O